6-(1-((3S,4S)-3-fluoropiperidin-4-yl)-5-methyl-1H-pyrazol-4-yl)-4-((3-fluoropyridin-2-yl)thio)pyrazolo[1,5-a]pyridine-3-carbonitrile F[C@H]1CNCC[C@@H]1N1N=CC(=C1C)C=1C=C(C=2N(C1)N=CC2C#N)SC2=NC=CC=C2F